C(C)(C)(C)OC(=O)N1[C@H](CC[C@@H](C1)NC(COC1=CC(=C(C=C1)Cl)F)=O)C(NC1=CC(=CC(=C1)C)C)=O (2r,5s)-5-[2-(4-chloro-3-fluorophenoxy)acetamido]-2-[(3,5-dimethylphenyl)carbamoyl]piperidine-1-carboxylic acid tert-butyl ester